(1-chloroethyl) thiocarbonate C(OC(C)Cl)([O-])=S